N-(4-((6,7-dimethoxyquinolin-4-yl)oxy)-3-fluorophenyl)cyclopropanesulfonamide COC=1C=C2C(=CC=NC2=CC1OC)OC1=C(C=C(C=C1)NS(=O)(=O)C1CC1)F